hexamethyl-1,3,5-triazine-1,3,5(2H,4H,6H)-tripropylamine CC1(N(C(N(C(N1CCCN)(C)C)CCCN)(C)C)CCCN)C